(S)-4-(3-(dimethylamino)propionyl)-N-hydroxy-3-phenyl-2,3,4,5-tetrahydrobenzo[f][1,4]oxazepine-8-carboxamide CN(CCC(=O)N1[C@H](COC2=C(C1)C=CC(=C2)C(=O)NO)C2=CC=CC=C2)C